4-(((((di-t-butoxyphosphoryl)oxy)methoxy)carbonyl)amino)-3,3-dimethyl-butanoic acid C(C)(C)(C)OP(=O)(OC(C)(C)C)OCOC(=O)NCC(CC(=O)O)(C)C